O1C(CCCC1)OCC=1C=C(C=CC1B1OC(C(O1)(C)C)(C)C)S(=O)(=O)N 3-(((tetrahydro-2H-pyran-2-yl)oxy)methyl)-4-(4,4,5,5-tetramethyl-1,3,2-dioxaborolan-2-yl)benzenesulfonamide